L-Galactonat O=C([C@@H](O)[C@H](O)[C@H](O)[C@@H](O)CO)[O-]